ClC1=C(C=NN(C1=O)C1CCN(CC1)S(=O)(=O)N(C)C=1C=NC(=CC1)N(C)C)NC[C@H]1COCCC1 4-[5-chloro-6-oxo-4-[[(3S)-tetrahydropyran-3-yl]methylamino]pyridazin-1-yl]-N-[6-(dimethylamino)-3-pyridyl]-N-methyl-piperidine-1-sulfonamide